CN1N=C(N=N1)C=1C=C(C(=O)OC)C=CC1NC1=CC(=CC=C1)C(F)(F)F methyl 3-(2-methyltetrazol-5-yl)-4-[3-(trifluoromethyl)anilino]benzoate